C(C)(C)(C)OC(=O)/N=C(\NCCC(=O)O)/NC(=O)OC(C)(C)C (E)-3-(2,3-bis(tert-butoxycarbonyl)guanidino)propanoic acid